trans-4-(cyclopropanecarbonylamino)-2-(3,5-dimethylpiperidin-1-yl)benzoic acid C1(CC1)C(=O)NC1=CC(=C(C(=O)O)C=C1)N1C[C@H](C[C@@H](C1)C)C